tert-butyl (2-amino-4-(tert-butyl)phenyl)carbamate NC1=C(C=CC(=C1)C(C)(C)C)NC(OC(C)(C)C)=O